FC(COC(C(N1[C@H](CN([C@@H](C1)C)C1CC1)C1=CC=CC=C1)=O)=O)(F)F.O=C(C(=O)N)N1[C@H](CN([C@@H](C1)C)C1CC1)C1=CC=CC=C1 |r| 2-Oxo-2-[rac-(2S,5R)-4-cyclopropyl-5-methyl-2-phenyl-piperazin-1-yl]acetamide 2,2,2-Trifluoroethyl-2-oxo-2-[rac-(2S,5R)-4-cyclopropyl-5-methyl-2-phenyl-piperazin-1-yl]acetate